(1-chlorocyclopropyl)-2-o-chlorobenzyl ethylene oxide ClC1(CC1)C1C(CC2=C(C=CC=C2)Cl)O1